8-(2-chloro-4-(2-(piperazin-1-yl)ethoxy)phenyl)-9-((4-chloro-5-fluoropyridin-2-yl)methyl)-6-(1-methylcyclopropoxy)-9H-purine ClC1=C(C=CC(=C1)OCCN1CCNCC1)C=1N(C2=NC=NC(=C2N1)OC1(CC1)C)CC1=NC=C(C(=C1)Cl)F